C(C)C(C(C(=O)[O-])=O)(C)NC(NCCCCCCCCCCCCCCCC)=S ethyl-hexadecylcarbamothioylamino-oxobutanoate